F[C@]1([C@H]([C@@H](O[C@@H]1CO)N1C=NC=2C(N)=NC=NC12)O)O 3'-(s)-fluoro-adenosine